C1(=CC=CC2=CC=CC=C12)C(=O)C naphthylmethyl ketone